C(#N)C(=C1CS(C=C1)(=O)=O)C#N 3-dicyanomethylidene-2,3-dihydro-thiophene 1,1-dioxide